S(=O)(O)[O-].[Ca+2].S(=O)(O)[O-] calcium hydrogensulfite